tert-Butyl-(1-bromo-2-oxo-7,10,13-trioxa-3-azahexadecan-16-yl)carbamate C(C)(C)(C)OC(NCCCOCCOCCOCCCNC(CBr)=O)=O